BrCC1CO1 3-bromo-1,2-propylene oxide